C(C)(C)(C)[SiH2]OC([C@H]1N(C(CC1)=O)CC=1C=C(C=NC1)C=1C=C2CCC(N(C2=CC1)C)=O)(C)C 6-{5-[(S)-2-(tert-Butyl-dimethyl-silanyloxymethyl)-5-oxo-pyrrolidin-1-ylmethyl]-pyridin-3-yl}-1-methyl-3,4-dihydro-1H-quinolin-2-one